5-[3-(1H-Tetrazol-5-yl)phenyl]-5,8,9,10-tetrahydroindeno[5,4-b][1,4]diazepine-2,4(1H,3H)-dione sodium salt [Na].N1N=NN=C1C=1C=C(C=CC1)N1C2=C(NC(CC1=O)=O)C=1CCCC1C=C2